FC=1C(=C(C=CC1F)[C@H]1[C@@H](O[C@]([C@@H]1C)(C(F)(F)F)C)C(=O)NC1=C(C(=NC=C1)C(=O)N)C)OC 4-[[(2R,3s,4r,5r)-3-(3,4-difluoro-2-methoxy-phenyl)-4,5-dimethyl-5-(trifluoromethyl)tetrahydrofuran-2-carbonyl]amino]-3-methyl-pyridine-2-carboxamide